1,5-Diisocyanatonaphthalin N(=C=O)C1=CC=CC2=C(C=CC=C12)N=C=O